3-[[2-(2,3-dihydroxypropylsulfanylmethyl)phenyl]methylsulfanyl]-propane-1,2-diol OC(CSCC1=C(C=CC=C1)CSCC(CO)O)CO